4-Oxo-piperidine-1-carboxylic acid [4-methoxy-7-(1-methyl-1H-pyrazol-4-yl)-thiazolo[4,5-c]pyridin-2-yl]-amide COC1=NC=C(C2=C1N=C(S2)NC(=O)N2CCC(CC2)=O)C=2C=NN(C2)C